tert-Butyl ((5-((3-bromo-5-(methylsulfonyl) phenyl)thio)thiophen-2-yl)methyl)carbamate BrC=1C=C(C=C(C1)S(=O)(=O)C)SC1=CC=C(S1)CNC(OC(C)(C)C)=O